FC=1C(=NC=C(C1)OC1CN(C1)C(C)C)C1=CC(=CN1C)C(=O)N 5-{3-fluoro-5-[(1-isopropylazetidin-3-yl)oxy]pyridin-2-yl}-1-methylpyrrole-3-carboxamide